C1(=CC=CC=C1)P(C=1C=C(C=CC1)C)C=1C=C(C=CC1)C phenylbis(m-tolyl)phosphine